(2-(2-((2-(1H-imidazol-2-yl)phenyl)amino)phenethyl)-6-methylphenyl)boronic acid N1C(=NC=C1)C1=C(C=CC=C1)NC1=C(CCC2=C(C(=CC=C2)C)B(O)O)C=CC=C1